FC1(CN(C[C@@H](C1)N1C(CCC1=O)C)C(=O)OC1=NC=C(C=C1)Cl)F 5-chloropyridin-2-yl (5R)-3,3-difluoro-5-(2-methyl-5-oxopyrrolidin-1-yl)piperidine-1-carboxylate